Bis(8-methylnonyl) adipat C(CCCCC(=O)OCCCCCCCC(C)C)(=O)OCCCCCCCC(C)C